C1(=CCCCC1)C1=NC(=NC(=C1)OC1=CC=CC=C1)NS(=O)(=O)C=1C=NN(C1)C N-[4-(cyclohexen-1-yl)-6-phenoxy-pyrimidin-2-yl]-1-methyl-pyrazole-4-sulfonamide